ClC1=CC=C2C(=C1)NC(C21N(C(C=2N=C(N(C21)C(C)C)C=2C(=NC(=NC2)C2CC2)OC)=O)C=2C(=NC=C(C2)Cl)C)=O 6-chloro-5'-(5-chloro-2-methylpyridin-3-yl)-2'-(2-cyclopropyl-4-methoxypyrimidin-5-yl)-3'-isopropyl-3'H-spiro[indoline-3,4'-pyrrolo[3,4-d]imidazole]-2,6'(5'H)-dione